N2-(3-(methylsulfonamido)phenyl)-N4-(4-morpholinobenzyl)thiophene-2,4-dicarboxamide CS(=O)(=O)NC=1C=C(C=CC1)NC(=O)C=1SC=C(C1)C(=O)NCC1=CC=C(C=C1)N1CCOCC1